BrC=1C=C(C=CC1F)C1CN2[C@H](CO1)CN(CC2)C(=O)C2=C(C(=CC=C2)OC)Cl ((9aS)-3-(3-bromo-4-fluorophenyl)hexahydropyrazino[2,1-c][1,4]oxazin-8(1H)-yl)(2-chloro-3-methoxyphenyl)methanone